O-ChlorobenzylideneMalononitrile C1=CC=C(C(=C1)C=C(C#N)C#N)Cl